ethyl 4-(4-(azepan-1-yl)piperidin-1-yl)-3-((4-ethoxyphenyl)sulfonyl)quinoline-6-carboxylate N1(CCCCCC1)C1CCN(CC1)C1=C(C=NC2=CC=C(C=C12)C(=O)OCC)S(=O)(=O)C1=CC=C(C=C1)OCC